(2S)-2-ethyl-4-(4-(trifluoromethyl)phenyl)pyrrolidine C(C)[C@@H]1NCC(C1)C1=CC=C(C=C1)C(F)(F)F